5-bromo-3-chloro-1H-pyridazin-6-one BrC1=CC(=NNC1=O)Cl